5-chloro-N-[(1S)-3-(methylamino)-1-[[(3S,5R)-5-methyl-2-oxo-pyrrolidin-3-yl]methyl]-2,3-dioxo-propyl]-2-(4,4,4-trifluorobutanoylamino)benzamide ClC=1C=CC(=C(C(=O)N[C@H](C(C(=O)NC)=O)C[C@H]2C(N[C@@H](C2)C)=O)C1)NC(CCC(F)(F)F)=O